methyl 7,8-difluoro-2-methyl-3-oxo-1,2,3,4-tetrahydroquinoxaline-6-carboxylate FC1=C(C=C2NC(C(NC2=C1F)C)=O)C(=O)OC